methyldi(eicosyl)ammonium tetrakis(Pentafluorophenyl)borate FC1=C(C(=C(C(=C1[B-](C1=C(C(=C(C(=C1F)F)F)F)F)(C1=C(C(=C(C(=C1F)F)F)F)F)C1=C(C(=C(C(=C1F)F)F)F)F)F)F)F)F.C[NH+](CCCCCCCCCCCCCCCCCCCC)CCCCCCCCCCCCCCCCCCCC